1-{1-[6-({4-[2-Amino-6-(m-cyanophenyl)-4-pyrimidinyl]-1H-1,2,3-triazol-1-yl}methyl)-2-pyridyl]ethyl}-4-piperidinecarboxylic acid NC1=NC(=CC(=N1)C=1N=NN(C1)CC1=CC=CC(=N1)C(C)N1CCC(CC1)C(=O)O)C1=CC(=CC=C1)C#N